3,5-dichloro-4-hydroxy-N-(3-(4-(methylsulfonyl)benzyl)-4-oxo-3,4-dihydroquinazolin-5-yl)benzamide ClC=1C=C(C(=O)NC2=C3C(N(C=NC3=CC=C2)CC2=CC=C(C=C2)S(=O)(=O)C)=O)C=C(C1O)Cl